[Ba].[Ca].[Si].[Ca] calcium silicon-calcium-barium